10-Amino-N-(2-amino-3-fluoro-4-((4-(trifluoromethyl)benzyl)amino)phenyl)decanamid NCCCCCCCCCC(=O)NC1=C(C(=C(C=C1)NCC1=CC=C(C=C1)C(F)(F)F)F)N